C1(=CC=CC=C1)N(C=1C=C2C(C3=C(SC(=C3)C3=CC=C(C=4C3=NSN4)C4=CC=C(O4)C=O)C2=CC1)(C1=CC=C(C=C1)CCCCCC)C1=CC=C(C=C1)CCCCCC)C1=CC=CC=C1 5-(7-(6-(diphenylamino)-4,4-bis(4-hexylphenyl)-4H-indeno[1,2-b]thiophen-2-yl)benzo[c][1,2,5]thiadiazol-4-yl)furan-2-carbaldehyde